racemic-sec-butylamine [C@@H](C)(CC)N |r|